7-(trifluoromethoxy)quinazolin-2(1H)-one FC(OC1=CC=C2C=NC(NC2=C1)=O)(F)F